C(C)OCCOC1=CC=C(CCN(C[C@@H](O)C2=NC(=CC=C2)Cl)C[C@@H](O)C2=NC(=CC=C2)Cl)C=C1 |r| α,α'-[[[p-(2-ethoxyethoxy)phenethyl]imino]dimethylene]bis[(RS)-6-chloro-2-pyridinemethanol]